C(C)(C)(C)OC(=O)N1CC(OCC1)COC1=CC(=NC(=C1)Cl)Cl 2-(((2,6-dichloropyridin-4-yl)oxy)methyl)-morpholine-4-carboxylic acid tert-butyl ester